C[C@H]1NC(C=2SC3=CC=C4N=C(C=CC4=C3C2NC1)[Sn](CCCC)(CCCC)CCCC)=O |r| rac-(15R)-15-methyl-5-tributylstannyl-11-thia-6,14,17-triazatetracyclo[8.8.0.0^2,7.0^12,18]octadeca-1,3,5,7,9,12(18)-hexaen-13-one